decahydro-2,2,7,7,8,9,9-heptamethylindeno[4,3a-b]furan CC1(CC23C(O1)C(C(C(C3CCC2)(C)C)C)(C)C)C